O1N=C(C2=C1C=CC=C2)COC=2C=CC(=C1CCN([C@@H](C21)CN2C(CCC2)=O)C(=O)[C@H]2[C@H](CCCC2)C(=O)O)Cl (1S,2R)-2-((S)-8-(benzo[d]isoxazol-3-ylmethoxy)-5-chloro-1-((2-oxopyrrolidin-1-yl)methyl)-1,2,3,4-tetrahydroisoquinoline-2-carbonyl)cyclohexane-1-carboxylic acid